COC1=CC=C(C=C1)C(OC[C@@H]1[C@H]([C@H](C(O1)O)O)O)(C1=CC=CC=C1)C1=CC=CC=C1 (3r,4s,5r)-5-(((4-methoxyphenyl)diphenylmethoxy)methyl)tetrahydrofuran-2,3,4-triol